N-propyl-2-{1H-pyrrolo[2,3-b]pyridin-3-yl}pyrido[3,4-d]pyrimidin-4-amine C(CC)NC=1C2=C(N=C(N1)C1=CNC3=NC=CC=C31)C=NC=C2